CN([C@@H]1CC[C@H](CC1)C(=O)NC=1N=CC2=CC=C(C=C2C1)C=1N=NN(C1)C)C Trans-4-(dimethylamino)-N-(6-(1-methyl-1H-1,2,3-triazol-4-yl)isoquinolin-3-yl)cyclohexane-1-carboxamide